ClC1=CC(=C(C=C1OC)CCN)OC 2-(4-chloro-2,5-dimethoxyphenyl)ethan-1-amine